BrC1=C(C=C(C=C1)OC(F)(F)F)O 2-bromo-5-trifluoromethoxyphenol